FC1=CC=2C3=CC=NC(OCCCN4CCC5(CN(S(C6=NN=C(NC2C(=C1)C(C)C)N6)(=O)=O)C5)C4)=C3 4-fluoro-6-(propan-2-yl)-23-oxa-13λ6-thia-8,10,11,14,19,25,31-heptaazahexacyclo[22.3.1.19,12.114,16.116,19.02,7]hentriaconta-1(27),2(7),3,5,9,11,24(28),25-octaene-13,13-dioxide